IC=1N=NN2C1CN(C(C2)C)C(=O)OC(C)(C)C tert-butyl 3-iodo-6-methyl-6,7-dihydro-4H-triazolo[1,5-a]pyrazine-5-carboxylate